NC1C(NCC(C1)(C)C)(C)C 3-amino-2,2,5,5-tetramethyl-piperidine